trifluoromethyl (triflate) O(S(=O)(=O)C(F)(F)F)C(F)(F)F